C(C)(C)(C)OC(=O)N1CC(C1)N1C[C@@H]2[C@H](C1)CC(C2)N2CCC(CC2)N2N=C(C=1C2=NC=NC1N)C1=CC=C(C=C1)OC1=CC=CC=C1 3-((3aR,6aS)-5-(4-(4-amino-3-(4-phenoxyphenyl)-1H-pyrazolo[3,4-d]pyrimidin-1-yl)piperidin-1-yl)hexahydrocyclopenta[c]pyrrol-2(1H)-yl)azetidin-1-carboxylic acid tert-butyl ester